3-Chloro-5-(dihydroxyboryl)-N-[(2R)-1,1,1-trifluoropropan-2-yl]pyridine-2-carboxamide ClC=1C(=NC=C(C1)B(O)O)C(=O)N[C@@H](C(F)(F)F)C